C(C)(C)(C)N(C(O)=O)[C@H](COC1=CC(=C(C=C1)C)C(NC1(CC1)C1=C2C=CC=NC2=CC(=C1)C=1SC=CN1)=O)C.C(CCCCCCCCCCCCCCCCC)C=1NC=CC1 octadecyl-pyrrole tert-Butyl-(S)-(1-(4-methyl-3-((1-(7-(thiazol-2-yl)quinolin-5-yl)cyclopropyl)carbamoyl)phenoxy)propan-2-yl)carbamate